[Si](C)(C)(C(C)(C)C)OCCCC1=C(SC2=C1C=CC=C2)C=2C(=CC(=C(C2)NS(=O)(=O)C=2C=C(C(=O)OC)C=C(C2OC)Cl)F)F methyl 3-[[5-[3-[3-[tert-butyl(dimethyl)silyl]oxypropyl]benzothiophen-2-yl]-2,4-difluoro-phenyl]sulfamoyl]-5-chloro-4-methoxybenzoate